((((9H-fluoren-9-yl)methoxy)carbonyl)amino)hexanoic acid C1=CC=CC=2C3=CC=CC=C3C(C12)COC(=O)NC(C(=O)O)CCCC